ClC1=C(N=C2N1C=CC=C2)C(=O)NCC=2C1=C(NN2)CN(C1)C#N chloro-N-((5-cyano-1,4,5,6-tetrahydropyrrolo[3,4-c]pyrazol-3-yl)methyl)-imidazo[1,2-a]pyridine-2-carboxamide